NC=1C2=C(N=CN1)N(C=C2)[C@@H]2O[C@@H]([C@H]([C@H]2O)O)[C@@H]2OCC1=CC=C(C=C21)Cl (2R,3R,4S,5S)-2-(4-aminopyrrolo[2,3-d]pyrimidin-7-yl)-5-[(1R)-6-chloro-1,3-dihydroisobenzofuran-1-yl]tetrahydrofuran-3,4-diol